di-n-decyl-dithiophosphoric acid C(CCCCCCCCC)OP(S)(OCCCCCCCCCC)=S